FC=1C=C(C=NC1)C1=NC=2N(C(=C1)NCCC1=CNC3=CC=CC=C13)N=C(C2C(C)C)C 5-(5-fluoro-3-pyridinyl)-N-[2-(1H-indol-3-yl)ethyl]-3-isopropyl-2-methyl-pyrazolo[1,5-a]Pyrimidine-7-amine